[Br-].NCCC[N+](C)(C)C[C@H](COCCCCCCCCCCCCCC)OCCCCCCCCCCCCCC |r| (+-)-N-(3-aminopropyl)-N,N-dimethyl-2,3-bis(tetradecyloxy)-1-propylaminium bromide